6-bromo-5-iodopyrazolo[5,1-f][1,2,4]triazin-4-amine BrC1=NN2N=CN=C(C2=C1I)N